ClC1=C(C=CC=C1)CCCN1C(=CC=C1)C(=O)NC=1SC=C(N1)C(C)(C)OC(C)C 1-(3-(2-chlorophenyl)propyl)-N-(4-(2-isopropoxypropan-2-yl)thiazol-2-yl)-1H-pyrrole-2-carboxamide